2-oxopropionic acid ethyl ester C(C)OC(C(C)=O)=O